ClC1=C(C#N)C=CC(=C1)C1=CC=NN1C1OCCCC1 2-chloro-4-(1-(tetrahydro-2H-pyran-2-yl)-1H-pyrazol-5-yl)benzonitrile